4-[4-(2,2-dimethyl-2H-1,3-benzodioxol-5-yl)piperidin-1-yl]-1-methyl-2-oxo-1,2-dihydroquinoline-3-carbonitrile CC1(OC2=C(O1)C=CC(=C2)C2CCN(CC2)C2=C(C(N(C1=CC=CC=C21)C)=O)C#N)C